N-(nonafluoronormalbutanesulfonyloxy)succinimide FC(C(C(S(=O)(=O)ON1C(CCC1=O)=O)(F)F)(F)F)(C(F)(F)F)F